NCCC=1C=CC(=NC1)C1=C(C=C(C#N)C=C1)O 4-[5-(2-aminoethyl)pyridin-2-yl]-3-hydroxybenzonitrile